ClC1=NC=C(C(=C1)C1=C(C=NC(=C1)C)C(=O)NC=1SC2=C(N1)CN(C2)C(=O)[C@H]2C[C@](CCC2)(C(F)(F)F)O)OC 2'-chloro-N-(5-((1R,3R)-3-hydroxy-3-(trifluoromethyl)cyclohexane-1-carbonyl)-5,6-dihydro-4H-pyrrolo[3,4-d]thiazol-2-yl)-5'-methoxy-6-methyl-[4,4'-bipyridine]-3-carboxamide